N1CC(C1)N1N=C(C(=C1)C1=CC=2C3=C(C=NC2C=C1OC)N(C(N3C3=C(C=NC=C3OC)F)=O)C)C 8-[1-(Azetidin-3-yl)-3-methyl-1H-pyrazol-4-yl]-1-(3-fluoro-5-methoxypyridin-4-yl)-7-methoxy-3-methyl-1H,2H,3H-imidazo[4,5-c]quinolin-2-one